2,4-dimethyl-5-(4-nitrophenoxy)pyrimidine CC1=NC=C(C(=N1)C)OC1=CC=C(C=C1)[N+](=O)[O-]